vinyl-tri(methoxy)ethoxysilane C(=C)[SiH2]OCC(OC)(OC)OC